2-((9H-purin-6-ylamino)methyl)-6-fluoro-3-phenyl-4H-chromen-4-one N1=CN=C2NC=NC2=C1NCC=1OC2=CC=C(C=C2C(C1C1=CC=CC=C1)=O)F